O=C(CC#N)N1C[C@@H](CCC1)NC1=C2C(=NC=C1C=1SC=CN1)NC=C2 (R)-3-oxo-3-(3-((5-(thiazol-2-yl)-1H-pyrrolo[2,3-b]pyridin-4-yl)amino)piperidin-1-yl)propanenitrile